4-(bromomethyl)-3-iodobenzonitrile BrCC1=C(C=C(C#N)C=C1)I